CN(CCCC1C(=O)NC(C1)=O)C (3-dimethylaminopropyl)succinimide